aluminum trisbutoxide [O-]CCCC.[O-]CCCC.[O-]CCCC.[Al+3]